S1C(=NC2=C1C=CC=C2)CN2CCN(CC2)C2=C(C(=O)OC)C=CC(=C2)OC methyl 2-(4-(benzo[d]thiazol-2-ylmethyl)piperazin-1-yl)-4-methoxybenzoate